CCOC(=O)/C=C\\C The molecule is a but-2-enoate ester obtained by the formal condensation of isocrotonic acid with ethanol. It has a role as a metabolite. It derives from an isocrotonic acid.